N-(3-Bromo-5-(2-(3-(1,1,2,2-tetrafluoroethoxy)-5-(trifluoromethoxy)phenyl)propan-2-yl)phenyl)-5-(2-(methylsulfonyl)propan-2-yl)benzo[b]thiophen-2-carboxamid BrC=1C=C(C=C(C1)C(C)(C)C1=CC(=CC(=C1)OC(F)(F)F)OC(C(F)F)(F)F)NC(=O)C1=CC2=C(S1)C=CC(=C2)C(C)(C)S(=O)(=O)C